N-(2,6-dichlorophenyl)-2-methoxy-5-nitrobenzenesulfonamide ClC1=C(C(=CC=C1)Cl)NS(=O)(=O)C1=C(C=CC(=C1)[N+](=O)[O-])OC